FC1=C(C=C(C(=C1)CO)OC)N1CCN(CC1)C(=O)OC(C)(C)C tert-butyl 4-(2-fluoro-4-(hydroxymethyl)-5-methoxyphenyl)piperazine-1-carboxylate